C(C(C)C)C1CN(CC1)C(=O)OCC1=C(N=NN1C)C1=CC=C(C(=N1)C)O[C@@H]1C[C@H](CCC1)C(=O)O (1S,3S)-3-((6-(5-(((3-isobutylpyrrolidine-1-carbonyl)oxy)methyl)-1-methyl-1H-1,2,3-triazol-4-yl)-2-methylpyridin-3-yl)oxy)cyclohexane-1-carboxylic acid